C(CC1=CC=CC=C1)C1(CCN(CC1)CC1=CC=C(C=C1)NC(C)=O)C1OCCC1 N-(4-((4-phenethyl-4-(tetrahydrofuran-2-yl)piperidin-1-yl)methyl)phenyl)acetamide